C(C)(C)(C)C=1C=C(C=C(C1O)CC1=C(C(=CC(=C1)C(C)(C)C)C(C)(C)C)O)CCC(=O)[O-] 3-(3-tert-butyl-5-(3,5-di-tert-butyl-2-hydroxybenzyl)-4-hydroxyphenyl)propionate